ClC=1C=C2C3=C(NC2=CC1)C(N(CC3)C3=NC(=CC(=N3)C)C)CC3CC3 6-chloro-1-(cyclopropylmethyl)-2-(4,6-dimethylpyrimidin-2-yl)-2,3,4,9-tetrahydro-1H-pyrido[3,4-b]indole